N-[4-chloro-6-[4-(1-hydroxy-1-methyl-ethyl)phenoxy]pyrimidin-2-yl]-1-trityl-pyrazole-4-sulfonamide ClC1=NC(=NC(=C1)OC1=CC=C(C=C1)C(C)(C)O)NS(=O)(=O)C=1C=NN(C1)C(C1=CC=CC=C1)(C1=CC=CC=C1)C1=CC=CC=C1